OCCCCCCOCC(=O)[C@H]1CC[C@H]2[C@@H]3CCC4=CC(CC[C@@]4([C@H]3CC[C@]12C)C)=O (8S,9S,10R,13S,14S,17S)-17-(2-(6-hydroxyhexyloxy)acetyl)-10,13-dimethyl-6,7,8,9,10,11,12,13,14,15,16,17-dodecahydro-1H-cyclopenta[a]phenanthren-3(2H)-one